COC(C(=C)CN(CC)C1(COC1)CC=C)=O (((3-allyloxetan-3-yl)(ethyl)amino)methyl)acrylic acid methyl ester